N1(CCCC1)C(=O)C=1C=C(OCCNC(OCC2=CC=CC=C2)=O)C=CC1 benzyl (2-(3-(pyrrolidine-1-carbonyl)phenoxy)ethyl)carbamate